ClC=1C=C(C=CC1CCOCCN(S(=O)(=O)C1=CC=C(C=C1)C)C)NC(=O)NCC=1C=C2CN(C(C2=CC1)=O)C1C(NC(CC1)=O)=O 1-(3-chloro-4-{2-[2-(N-methyl-4-methylbenzenesulfonamido)ethoxy]ethyl}phenyl)-3-{[2-(2,6-dioxopiperidin-3-yl)-1-oxo-3H-isoindol-5-yl]methyl}urea